C1(=CC=CC=C1)NN=CC1=CC=C(C=C1)C(F)(F)F 4-trifluoromethylbenzaldehyde phenylhydrazone